(2S,4R)-2-(2-(6-bromo-4-chloro-7-methyl-2H-indazol-2-yl)-3-ethoxy-3-oxopropanoyl)-4-fluoropyrrolidine-1-carboxylic acid tert-butyl ester C(C)(C)(C)OC(=O)N1[C@@H](C[C@H](C1)F)C(C(C(=O)OCC)N1N=C2C(=C(C=C(C2=C1)Cl)Br)C)=O